C(C)C1=CN=C(S1)NC([C@@H](C)C1=CC(=CC=C1)C=1C=NC(=CC1)SC=C)=O (S)-N-(5-ethylthiazol-2-yl)-2-(3-(6-(vinylsulfanyl)pyridin-3-yl)phenyl)propanamide